OC(C#CC1=NC=CC2=C1N=C(N=C2N2CCC1(CCN(C1)C(=O)OC(C)(C)C)CC2)C2=CC=NC=C2)(C)C tert-butyl 8-(8-(3-hydroxy-3-methylbut-1-yn-1-yl)-2-(pyridin-4-yl) pyrido[3,4-d]pyrimidin-4-yl)-2,8-diazaspiro[4.5]decane-2-carboxylate